(3aR,5s,6aS)-N-(6-(5-fluoro-2-methylphenyl)-4-(trifluoro-methyl)pyridazin-3-yl)-2-((tetrahydro-2H-pyran-4-yl)methyl-d2)octahydro-cyclopenta[c]pyrrol-5-amine FC=1C=CC(=C(C1)C1=CC(=C(N=N1)NC1C[C@@H]2[C@@H](CN(C2)C([2H])([2H])C2CCOCC2)C1)C(F)(F)F)C